3-carbomethoxypyrrolidinone C(=O)(OC)C1C(NCC1)=O